FC1(CCN(CC1)C(=O)C=1C=C2C(=NC1)N(C=C2)C=2C=NC=C(C2)C=2N=C(NC2)C)F (4,4-difluoropiperidin-1-yl)(1-(5-(2-methyl-1H-imidazol-4-yl)pyridin-3-yl)-1H-pyrrolo[2,3-B]pyridin-5-yl)methanone